(trans-4-(4-fluorophenoxy)tetrahydrofuran-3-yl)carbamic acid tert-butyl ester C(C)(C)(C)OC(N[C@@H]1COC[C@H]1OC1=CC=C(C=C1)F)=O